CC1(CCC(O1)OCCO)CCCC(C)C 2-((5-Methyl-5-(4-methylpentyl)tetrahydrofuran-2-yl)oxy)ethan-1-ol